Cl.OC=1C=C(C=CC1O)CCN 2-(3,4-dihydroxyphenyl)ethylamine-hydrochloride